O1COC2=C1C=CC(=C2)OCC(=O)N(CC2OCCC2)C2=CC=CC=C2 2-(1,3-benzodioxol-5-yloxy)-N-phenyl-N-(tetra-hydrofuran-2-ylmethyl)acetamide